O=C1N(N=C(C=C1C(=O)NC(C(F)(F)F)CO)C1=CC=C(C=C1)C(F)(F)F)C=1C=NC=CC1 3-oxo-2-(pyridin-3-yl)-N-(1,1,1-trifluoro-3-hydroxypropan-2-yl)-6-[4-(trifluoromethyl)phenyl]-2,3-dihydropyridazine-4-carboxamide